N-(4-(((3R,4S,SR)-3,4-dihydroxy-5-methoxy-6,6-dimethyltetrahydro-2H-pyran-2-yl)oxy)-2-(pyridin-3-yl)phenethyl)acetamide O[C@H]1[C@H](OC(C([C@H]1O)OC)(C)C)OC1=CC(=C(CCNC(C)=O)C=C1)C=1C=NC=CC1 |&1:2|